NC=1C2=C(N=CN1)N(C(=C2C2=CC=C(C=1OCOC12)F)C#CC1[C@@H]2CN(C[C@H]12)C(\C=C\CN(C)C)=O)CC (E)-1-((1R,5S,6s)-6-((4-amino-7-ethyl-5-(7-fluorobenzo[d][1,3]dioxol-4-yl)-7H-pyrrolo[2,3-d]pyrimidin-6-yl)ethynyl)-3-azabicyclo[3.1.0]hexan-3-yl)-4-(dimethylamino)but-2-en-1-one